C12=CC=C(C=C1)C(=O)OC(=O)C1=CC=C2C=C1 biphenyl-4,4'-dicarboxylic anhydride